CC1=CC=C(C=C1)C1CN(CCN1)C(=O)OC(C)(C)C tert-butyl 3-(4-methylphenyl)piperazine-1-carboxylate